3-[2-[[(3S,5S)-5-fluoro-3-piperidyl]amino]-5-(trifluoromethyl)pyrimidin-4-yl]-1H-Indole-6-carbonitrile F[C@H]1C[C@@H](CNC1)NC1=NC=C(C(=N1)C1=CNC2=CC(=CC=C12)C#N)C(F)(F)F